COC1=C(OCC2=C(C=C(C=C2)N(C(OC(C)(C)C)=O)C)C(F)(F)F)C=CC(=C1)C1C=2C(NC(C1)=O)=NNC2 tert-butyl N-{4-[(2-methoxy-4-{6-oxo-2H,4H,5H,6H,7H-pyrazolo[3,4-b]pyridin-4-yl} phenoxy) methyl]-3-(trifluoromethyl) phenyl}-N-methylcarbamate